N-[(9H-fluorene-9-ylmethoxy)carbonyl]-L-homoarginine C1=CC=CC=2C3=CC=CC=C3C(C12)COC(=O)N[C@@H](CCCCNC(N)=N)C(=O)O